C(C#CC)OC=1C=C(C(=O)N[C@H](C)C=2C=NC(=NC2)C(F)(F)F)C=C(C1)C=1SC(=CN1)C 3-(But-2-yn-1-yloxy)-5-(5-methyl-1,3-thiazol-2-yl)-N-[(1R)-1-[2-(trifluoromethyl)pyrimidin-5-yl]ethyl]benzamide